C(C1=CC=CC=C1)N1C2=NC=NC(=C2N=C1C=1C(=C(OCCN2CCN(CC2)C(=O)OC(C)(C)C)C=CC1)Cl)OC1(CC1)C tert-butyl 4-(2-(3-(9-benzyl-6-(1-methylcyclopropoxy)-9H-purin-8-yl)-2-chlorophenoxy)ethyl)piperazine-1-carboxylate